S(OC1=CC=C(C=C1)OCC1=C(C=C(C=C1F)N1N=C(N=C1C)NS(=O)(=O)C)F)(=O)(=O)F 4-((2,6-difluoro-4-(5-methyl-3-(methylsulfonamido)-1H-1,2,4-triazol-1-yl)benzyl)oxy)phenyl sulfurofluoridate